FC=1C=C(C=C(C1)F)C(C(C(=O)OCC)Br)Br ethyl 3-(3,5-difluorophenyl)-2,3-dibromopropionate